phosphoxylose P(=O)(O)(O)O[C@@H](C=O)[C@@H](O)[C@H](O)CO